C(C1=CC=NC=C1)(=O)N1C2=C(C3=CC=CC=C13)CCN[C@H]2C (1S,3S)-N'-isonicotinoyl-1-methyl-2,3,4,9-tetrahydropyridino[3,4-b]indol